(S)-2-(3-hydroxypyrrolidin-1-yl)-N-(2-morpholinyl-5-(piperidin-1-yl)oxazolo[4,5-b]pyridin-6-yl)oxazole-4-carboxamide sodium [Na].O[C@@H]1CN(CC1)C=1OC=C(N1)C(=O)NC=1C=C2C(=NC1N1CCCCC1)N=C(O2)N2CCOCC2